N1N=C(C=C1)C(=O)NC1=CC=CC=C1 pyrazoleanilide